2-[(1S,4S,5R)-5-{[5-cyclopropyl-3-(2,6-dichlorophenyl)-1,2-oxazol-4-yl]methoxy}-2-azabicyclo[2.2.1]heptan-2-yl]-6-(2H-1,2,3,4-tetrazol-5-yl)-4-(trifluoromethoxy)-1,3-benzothiazol C1(CC1)C1=C(C(=NO1)C1=C(C=CC=C1Cl)Cl)CO[C@H]1[C@@H]2CN([C@H](C1)C2)C=2SC1=C(N2)C(=CC(=C1)C=1N=NNN1)OC(F)(F)F